3-(3-Chloropropyl)-1-(chinolin-3-yl)-1H-4,2,1-benzoxathiazin-2,2-dioxid ClCCCC1S(N(C2=C(O1)C=CC=C2)C=2C=NC1=CC=CC=C1C2)(=O)=O